(2R,3R,4S,5S)-2-(4-amino-7H-pyrrolo[2,3-d]pyrimidin-7-yl)-5-((R)-7-chloro-1,5-dihydrobenzo[e][1,3]dioxepin-1-yl)tetrahydrofuran-3,4-diol NC=1C2=C(N=CN1)N(C=C2)[C@@H]2O[C@@H]([C@H]([C@H]2O)O)[C@@H]2OCOCC1=C2C=CC(=C1)Cl